9,10-di(3-methylphenoxy)anthracene CC=1C=C(OC=2C3=CC=CC=C3C(=C3C=CC=CC23)OC2=CC(=CC=C2)C)C=CC1